C(C)(C)(C)OC(=O)NC[B-](F)(F)F.[K+].FC(C1=NC=C(C=N1)C(C)NC(C1=CC=CC=C1)=O)(F)F N-(1-(2-(trifluoromethyl)pyrimidin-5-yl)ethyl)benzamide potassium {[(tert-butoxycarbonyl)amino]methyl}trifluoroborate